bis(ethylisopropylamino)methylvinylsilane C(C)N(C(C)C)C(N(CC)C(C)C)C=C[SiH3]